N-(3-chloro-5-(methylsulfonamido)phenyl)-1-(3-cyano-5-(3,3-difluoroazetidin-1-yl)pyridin-2-yl)-5-methyl-1H-pyrrole-3-carboxamide ClC=1C=C(C=C(C1)NS(=O)(=O)C)NC(=O)C1=CN(C(=C1)C)C1=NC=C(C=C1C#N)N1CC(C1)(F)F